N-(thiophen-3-ylmethyl)benzamide S1C=C(C=C1)CNC(C1=CC=CC=C1)=O